2-(1-acryloyl-4-(8-chloro-4-(3-(dimethylamino)azetidin-1-yl)-7-(2,4-dimethylphenyl)-6-fluoro-1H-imidazo[4,5-c]quinolin-1-yl)piperidin-2-yl)acetonitrile C(C=C)(=O)N1C(CC(CC1)N1C=NC=2C(=NC=3C(=C(C(=CC3C21)Cl)C2=C(C=C(C=C2)C)C)F)N2CC(C2)N(C)C)CC#N